6-Chloro-3-[1-hydroxyl-(3-methyl-isoxazol-5-yl)-methylidene]-5-(4-pyridin-4-yl-phenyl)-1,3-dihydro-indol-2-one, hydrochloride Cl.ClC1=C(C=C2C(C(NC2=C1)=O)=C(O)C1=CC(=NO1)C)C1=CC=C(C=C1)C1=CC=NC=C1